4-Amino-N-(3-chloro-4-fluorophenyl)-2-methyl-4,5,6,7-tetrahydro-2H-isoindole-1-carboxamide NC1C2=CN(C(=C2CCC1)C(=O)NC1=CC(=C(C=C1)F)Cl)C